(S)-3,3-diallyl-5-(2-((tert-butyldimethylsilyl)oxy)ethyl)-2-oxopyrrolidine-1-carboxylic acid tert-butyl ester C(C)(C)(C)OC(=O)N1C(C(C[C@H]1CCO[Si](C)(C)C(C)(C)C)(CC=C)CC=C)=O